4-(6-(4-benzylpiperazin-1-yl)pyridin-3-yl)-6-(1-ethyl-3-methyl-1H-pyrazol-4-yl)pyrazolo[1,5-a]pyridine-3-carbonitrile C(C1=CC=CC=C1)N1CCN(CC1)C1=CC=C(C=N1)C=1C=2N(C=C(C1)C=1C(=NN(C1)CC)C)N=CC2C#N